[Ni].[Nd].[Eu] europium neodymium nickel